N[C@](C(=O)OC(C)C)(CC(C)(C)C)C1=CC=C(C=C1)C=1N=NN(C1)C1(CC1)C(F)(F)F isopropyl (R)-2-amino-4,4-dimethyl-2-(4-(1-(1-(trifluoromethyl)cyclopropyl)-1H-1,2,3-triazol-4-yl)phenyl)pentanoate